1-(4-(4-fluoro-3-methylbenzyl)-3-oxo-3,4-dihydro-2H-benzo[b][1,4]oxazin-7-yl)-3-(1H-indol-6-yl)urea FC1=C(C=C(CN2C3=C(OCC2=O)C=C(C=C3)NC(=O)NC3=CC=C2C=CNC2=C3)C=C1)C